NCCCCC=1C=NC=CC1 (S)-4-amino-1-(pyridin-3-yl)butan